(1-((2-(3,5-dichloro-phenyl)-6-((2-(4-(2-hydroxyethyl)piperazin-1-yl)pyrimidin-5-yl)oxy) pyridin-4-yl)methyl) piperidin-4-yl)methyl-methylcarbamate ClC=1C=C(C=C(C1)Cl)C1=NC(=CC(=C1)CN1CCC(CC1)COC(NC)=O)OC=1C=NC(=NC1)N1CCN(CC1)CCO